FC1=C(/C=C/C2=NC=CC3=CC=CC=C23)C(=CC=C1)C (E)-1-(2-fluoro-6-METHYLSTYRYL)isoquinoline